1-((1-((R)-3-cyclohexyl-2-methylpropanoyl)-4-hydroxy-3,3-dimethylpiperidin-4-yl)methyl)-5-(morpholine-4-carbonyl)-4-phenylpyridin-2(1H)-one C1(CCCCC1)C[C@H](C(=O)N1CC(C(CC1)(O)CN1C(C=C(C(=C1)C(=O)N1CCOCC1)C1=CC=CC=C1)=O)(C)C)C